C(C)(C)(C)OC(=O)N1C(CNCC1)C1=CC=C(C=C1)N1[Se]C2=C(C1=O)C=CC=C2Br (4-(7-bromo-3-oxo-benzo[d][1,2]selenazol-2(3H)-yl)phenyl)piperazine-1-carboxylic acid tert-butyl ester